ClC=1C(=CC2=CN(N=C2C1)C)\N=C\1/NC(N(C(N1CC1=C(C=C(C(=C1)F)F)F)=O)CC1=NN(C=N1)C)=O (E)-6-((6-chloro-2-methyl-2H-indazol-5-yl)imino)-3-((1-methyl-1H-1,2,4-triazol-3-yl)methyl)-1-(2,4,5-trifluorobenzyl)-1,3,5-triazinane-2,4-dione